2,5-difluoro-N-[3-methoxy-4-(1,2,3,6-tetrahydro-pyridin-4-yl)-phenyl]-4-(1,2,3,6-tetrahydro-pyridin-4-yl)-benzamide FC1=C(C(=O)NC2=CC(=C(C=C2)C=2CCNCC2)OC)C=C(C(=C1)C=1CCNCC1)F